C1(CCCC1)NC(=O)C1=C(C2=C(N=C(S2)N2CCNCC2)C=C1)C N-cyclopentyl-7-methyl-2-(piperazin-1-yl)benzo[d]thiazole-6-carboxamide